3-(2-methyl-6-aminophenyl)-4,5-dihydroisoxazole CC1=C(C(=CC=C1)N)C1=NOCC1